BrC=1N=NC(=CC1)OC 3-bromo-6-methoxypyridazine